4,6-diphenyl-pyrimidine C1(=CC=CC=C1)C1=NC=NC(=C1)C1=CC=CC=C1